BrC=1C(=NN(C1)C)C1=C(C=C(C=C1)F)F 4-bromo-3-(2,4-difluorophenyl)-1-methyl-1H-pyrazole